CC1([C@H](OC1)COC=1C=NC=CC1C1=C(C=2C(NCCC2N1)=O)NC1=C(C(=CC=C1)F)OC)C 2-(3-{[(2S)-3,3-dimethyloxetan-2-yl]methoxy}pyridin-4-yl)-3-(3-fluoro-2-methoxyanilino)-1,5,6,7-tetrahydro-4H-pyrrolo[3,2-c]pyridin-4-one